(1s,4s)-4-(8-(2,6-dichloro-4-cyanophenylamino)-2-(tetrahydro-2H-pyran-4-ylamino)-9H-purin-9-yl)-1-methylcyclohexanecarboxamide ClC1=C(C(=CC(=C1)C#N)Cl)NC=1N(C2=NC(=NC=C2N1)NC1CCOCC1)C1CCC(CC1)(C(=O)N)C